(3E)-1-[4-({2,5-difluoro-4-[(1-methyl-1,2,3-benzotriazol-5-yl)oxy]phenyl}amino)pyrido[3,4-d]pyrimidin-6-yl]-3-[2-(dimethylamino)ethylidene]-4-methylpyrrolidin-2-one FC1=C(C=C(C(=C1)OC1=CC2=C(N(N=N2)C)C=C1)F)NC=1C2=C(N=CN1)C=NC(=C2)N2C(/C(/C(C2)C)=C/CN(C)C)=O